piperazine-N,N'-bisdithiocarboxylate N1(CCN(CC1)C(=S)[S-])C(=S)[S-]